(R)-3-(difluoromethoxy)pyrrolidine Methyl-(S)-2-amino-3-(3-fluoro-4-hydroxyphenyl)propanoate COC([C@H](CC1=CC(=C(C=C1)O)F)N)=O.FC(O[C@H]1CNCC1)F